N-[2-[4-(hydroxymethyl)cyclohexyl]-5-methoxy-1,3-benzothiazol-6-yl]pyrazolo[1,5-a]pyrimidine-3-carboxamide OCC1CCC(CC1)C=1SC2=C(N1)C=C(C(=C2)NC(=O)C=2C=NN1C2N=CC=C1)OC